n-hexanaldehyde C(CCCCC)=O